COC1=C(C(=NC=C1C)CS(=O)C1=NC2=C(N1)C=CC(=C2)OC(=O)C2CC=CCC2)C cyclohex-3-enecarboxylic acid 2-(((4-methoxy-3,5-dimethylpyridin-2-yl) methyl) sulfinyl)-1H-benzo[d]imidazol-5-yl ester